(R)-N-(5-((6-(3-([1,1'-biphenyl]-3-yl)isoxazolidin-2-yl)pyrimidin-4-yl)amino)-2-(4-ethylpiperazin-1-yl)-4-methoxyphenyl)acrylamide C1(=CC(=CC=C1)[C@@H]1N(OCC1)C1=CC(=NC=N1)NC=1C(=CC(=C(C1)NC(C=C)=O)N1CCN(CC1)CC)OC)C1=CC=CC=C1